C1(=CC=CC=C1)C=1C=C(CO)C=C(C1)C1=CC=CC=C1 3,5-diphenyl-benzyl alcohol